C(C)OC(=O)C=1C(=NC(=NC1)C1(CCCC1)F)OC1=CC=CC=C1 2-(1-fluorocyclopentyl)-4-phenoxy-pyrimidine-5-carboxylic acid ethyl ester